1-{2-[({6-Oxo-6-[(3Z,12Z)-pentadeca-3,12-dien-8-yloxy]hexanoyl}oxy) methyl]-3-{[4-(pyrrolidin-1-yl)butanoyl] oxy}propyl} 6-(3Z,12Z)-pentadeca-3,12-dien-8-yl hexanedioate C(CCCCC(=O)OC(CCC\C=C/CC)CCC\C=C/CC)(=O)OCC(COC(CCCN1CCCC1)=O)COC(CCCCC(OC(CCC\C=C/CC)CCC\C=C/CC)=O)=O